FC=1C=C2C(=NC=NC2=CC1)NC12CC(C1)(C2)C(C(=O)N)C 2-(3-((6-fluoroquinazolin-4-yl)amino)bicyclo[1.1.1]pentan-1-yl)propanamide